C(C)(C)[C@H]1CO[C@@]23CCN(C([C@H]3CCC(N21)=O)=O)C(=O)OC(C)(C)C Tert-butyl (3S,7aS,11aR)-3-isopropyl-5,8-dioxo-3,6,7,7a,10,11-hexahydro-2H-oxazolo[2,3-j][1,6]naphthyridine-9-carboxylate